C(C)C(COC(C(C)C1=CC(=C(C(=C1)C(C)(C)C)O)C(C)(C)C)=O)CCCC 3,5-ditertiary butyl-4-hydroxyphenyl-propionic acid-2-ethylhexyl ester